indenyl-diphenyl-phosphine rac-benzyl-5-[(diethoxyphosphoryl)(fluoro)methyl]-1-benzothiophene-2-carboxylate C(C1=CC=CC=C1)OC(=O)C=1SC2=C(C1)C=C(C=C2)[C@H](F)P(=O)(OCC)OCC.C2(C=CC1=CC=CC=C21)P(C2=CC=CC=C2)C2=CC=CC=C2 |r|